FC1=C(C=CC(=C1)F)C1(CC1)NC(C(=O)Cl)=O 2-((1-(2,4-difluorophenyl)cyclopropyl)amino)-2-oxoacetyl chloride